4-hydroxy-diethyl-tryptamine CCN(CC)CCC1=CNC2=C1C(=CC=C2)O